N-(1-methoxypropan-2-yl)-2,4-dimethyl-3-aminothiophene COCC(C)NC1=C(SC=C1C)C